(R)-2-methoxy-2-phenylacetate CO[C@@H](C(=O)[O-])C1=CC=CC=C1